2-(2,5-difluoro-4-(6-((2-fluoro-4-(6-(pyrrolidin-1-yl)pyridin-3-yl)benzyl)oxy)pyridin-2-yl)benzyl)-1-(2-methoxyethyl)-1H-benzo[d]imidazole-6-carboxylic acid FC1=C(CC2=NC3=C(N2CCOC)C=C(C=C3)C(=O)O)C=C(C(=C1)C1=NC(=CC=C1)OCC1=C(C=C(C=C1)C=1C=NC(=CC1)N1CCCC1)F)F